C12(CC(C1)C2)C2=CC=C(C=C2)N2N=C1C=3[C@@H](NCCC23)CN(CCO1)C(C=C)=O |r| (rac)-1-(2-(4-(bicyclo[1.1.1]pentan-1-yl)phenyl)-2,3,4,5,5a,6,8,9-octahydro-7H-10-oxa-1,2,5,7-tetraazacycloocta[cd]inden-7-yl)prop-2-en-1-one